2-(3-(p-hydroxyphenyl)-propionylamino)-benzoic acid OC1=CC=C(C=C1)CCC(=O)NC1=C(C(=O)O)C=CC=C1